ClC1=CC(=NC(=N1)SC)N1C2CC(C1)(C2)C(C)(C)O 2-(2-(6-chloro-2-(methylthio)pyrimidin-4-yl)-2-azabicyclo[2.1.1]hexan-4-yl)propan-2-ol